ClC=1C=CC(=C(C(=O)O)C1)NC1=C(C=NC2=CC=C(C=C12)Cl)C1CCC(CC1)F 5-chloro-2-[[6-chloro-3-(4-fluorocyclohexyl)-4-quinolyl]amino]benzoic acid